3-(6-isopropoxy-2-methyl-3-(trifluoromethyl)phenyl)quinazolin-4(3H)-one C(C)(C)OC1=CC=C(C(=C1N1C=NC2=CC=CC=C2C1=O)C)C(F)(F)F